C1(CC1)C1=C(C#N)C(=CC=C1)N1N=CC(=C1)C1=CN(C(C=C1C=1C=NC(=CC1)OCCCN(C)C)=O)C 2-cyclopropyl-6-(4-(6-(3-(dimethylamino)propoxy)-1'-methyl-6'-oxo-1',6'-dihydro-[3,4'-bipyridin]-3'-yl)-1H-pyrazol-1-yl)benzonitrile